ClC1=C(C=CC=C1)N=C=O 1-chloro-2-isocyanatobenzene